N-((4,6-dimethyl-2-oxo-1,2-dihydropyridin-3-yl)methyl)-6-methyl-5-(1-morpholinoethyl)-1-(3-cyanophenyl)indolizine-7-amide CC1=C(C(NC(=C1)C)=O)CNC(=O)C=1C(=C(N2C=CC(=C2C1)C1=CC(=CC=C1)C#N)C(C)N1CCOCC1)C